11-chloro-7,12-dihydro-indolo[3,2-d][1]benzazepin-6(5H)-one ClC=1C=CC=C2C1NC1=C2CC(NC2=C1C=CC=C2)=O